C(CCC)[C@]1(CS(C2=C(N(C1)C1=CC=CC=C1)C=C(C(=C2)OCCC(=O)O)SC)(=O)=O)C |r| racemic-3-((3-butyl-3-methyl-7-(methylsulfanyl)-1,1-dioxo-5-phenyl-2,3,4,5-tetrahydro-1,5-benzothiazepin-8-yl)oxy)propionic acid